4-(((5aR,5bS,7aS,10aS,10bR,E)-8-(hydroxyimino)-5a,7a-dimethyl-5,5a,5b,6,7,7a,8,9,10,10a,10b,11-dodecahydro-4H-cyclopenta[7,8]phenanthro[2,1-d]thiazol-2-yl)amino)benzoic acid O\N=C\1/CC[C@@H]2[C@@]1(CC[C@@H]1[C@]3(CCC=4N=C(SC4C3=CC[C@@H]21)NC2=CC=C(C(=O)O)C=C2)C)C